CC1(CCC(CC1)NC(COC1=CC2=CC(=CC=C2C=C1)B1OC(C(O1)(C)C)(C)C)=O)C N-(4,4-dimethylcyclohexyl)-2-((7-(4,4,5,5-tetramethyl-1,3,2-dioxaborolan-2-yl)naphthalen-2-yl)oxy)acetamide